(S)-(4-(benzo[d]oxazol-2-yl)-4,6-dihydropyrrolo[3,4-d]imidazol-5(1H)-yl)(4-methyloxazol-5-yl)methanone O1C(=NC2=C1C=CC=C2)[C@H]2N(CC=1NC=NC12)C(=O)C1=C(N=CO1)C